N-(6-(5-chloro-6-fluoro-7-(prop-1-yn-1-yl)-1H-indazol-4-yl)imidazo[1,2-a]pyrazin-2-yl)-2-fluorocyclopropane-1-carboxamide ClC=1C(=C2C=NNC2=C(C1F)C#CC)C=1N=CC=2N(C1)C=C(N2)NC(=O)C2C(C2)F